C(C)(C)(C)OC(=O)N=S(=O)(C1=CC=C(C=C1)C)N1[C@@H](CCC1)C(=O)[O-].[Li+] Lithium (N-(tert-butoxycarbonyl)-4-methylphenylsulfonimidoyl)-L-prolinate